O=C1N(CC[C@@H]1OC[C@H](C)OC1=C(C(NN=C1)=O)C(F)(F)F)C1CCN(CC1)C1=NC=C(C=N1)C(F)(F)F 5-(((S)-1-(((S)-2-oxo-1-(1-(5-(trifluoromethyl)pyrimidin-2-yl)piperidin-4-yl)pyrrolidin-3-yl)oxy)propan-2-yl)oxy)-4-(trifluoromethyl)pyridazin-3(2H)-one